ClC1=C(C=CC=C1F)C1=C(C2=C(CCC1)C=C(C=C2)O)C2=CC=C(C=C2)O[C@@H]2CN(CC2)CCCF 6-(2-chloro-3-fluoro-phenyl)-5-[4-[(3S)-1-(3-fluoropropyl)pyrrolidin-3-yl]oxyphenyl]-8,9-dihydro-7H-benzo[7]annulen-2-ol